BrC=1C=C(C=CC1F)NC(=O)[C@@H]1N(S(N[C@@H](C1)C=1SC=C(C1)Br)(=O)=O)C Cis-N-(3-Bromo-4-fluorophenyl)-5-(4-bromothiophen-2-yl)-2-methyl-1,2,6-thiadiazinane-3-carboxamide 1,1-dioxide